C(C)(C)(C)C1=CC=C(C=C1)C(CN1C=NC=C1)=O 1-(4-tert-butylphenyl)-2-(1H-imidazol-1-yl)ethan-1-one